[1-[4-[methyl(tetra-hydropyran-4-yl)amino]-5-oxido-6,7-dihydro-thieno[3,2-d]pyrimidin-5-ium-2-yl]azetidin-3-yl] tetrahydrothiopyran-4-carboxylate S1CCC(CC1)C(=O)OC1CN(C1)C=1N=C(C2=C(N1)CC[S+]2[O-])N(C2CCOCC2)C